FC=1C=CC2=C(N=C(O2)C=2C=CC(=C(C2)O)C(C)C)C1 5-(5-Fluorobenzooxazol-2-yl)-2-isopropylphenol